ethyl 1-(6-(3-methoxyprop-1-ynyl)pyrazin-2-yl)piperidine-4-carboxylate COCC#CC1=CN=CC(=N1)N1CCC(CC1)C(=O)OCC